OC1=C(C=C(C=C1C(C)(C)C)CCCC(C(=C)C)=O)N1N=C2C(=N1)C=CC(=C2)OC 2-(2'-hydroxy-5'-methacryloylpropyl-3'-tert-butyl-phenyl)-5-methoxy-2H-benzotriazole